CCC(CC)N1N=CC(=C1)C=1C=2N(C=C(N1)C=1C=NN(C1)CCO)N=CC2 2-(4-(4-(1-(pent-3-yl)-1H-pyrazol-4-yl)pyrazolo[1,5-a]pyrazin-6-yl)-1H-pyrazol-1-yl)ethanol